C(=C)CC(=O)N vinylacetamide